(E)-2-(3-(hydroxyamino)-3-oxoprop-1-en-1-yl)-N-(4-methoxybenzyl)benzamide ONC(/C=C/C1=C(C(=O)NCC2=CC=C(C=C2)OC)C=CC=C1)=O